8-[(1,3-dihydroxypropan-2-yl)amino]octanoic acid heptadecan-9-yl ester CCCCCCCCC(CCCCCCCC)OC(CCCCCCCNC(CO)CO)=O